FC1=CC=CC(=N1)CC=1C=NN(C1)C(=O)N[C@H]1CCC2=C(N(C1=O)C)C=C(C=C2)C#CC2(CCOCC2)O (S)-4-((6-Fluoropyridin-2-yl)methyl)-N-(8-((4-hydroxytetrahydro-2H-pyran-4-yl)ethynyl)-1-methyl-2-oxo-2,3,4,5-tetrahydro-1H-benzo[b]azepin-3-yl)-1H-pyrazol-1-carboxamid